OCCCCC(C(CCCCCO)=O)C 1,11-dihydroxy-5-methylundecan-6-one